quinoline-3-acetonitrile N1=CC(=CC2=CC=CC=C12)CC#N